(3R,4S)-3-amino-4-methoxypyrrolidine-1-carboxylic acid tert-butyl ester C(C)(C)(C)OC(=O)N1C[C@H]([C@H](C1)OC)N